C(C)(=O)C1=NN(C2=CC=C(C=C12)C=1C=NC(=NC1)C)CC(=O)N1[C@@H]2C[C@@]2(C[C@H]1C(=O)NC1=NC(=CC=C1CN(C)C)Br)C (1R,3S,5R)-2-(2-(3-acetyl-5-(2-methylpyrimidin-5-yl)-1H-indazol-1-yl)acetyl)-N-(6-bromo-3-((dimethylamino)methyl)pyridin-2-yl)-5-methyl-2-azabicyclo[3.1.0]hexane-3-carboxamide